ClC1=NS(C2=C1C=C(C=C2OC)OC)(=O)=O 3-chloro-5,7-dimethoxy-1,2-benzothiazole-1,1-dioxide